(4-(2-(trifluoromethyl)quinolin-4-yl)piperazin-1-yl)Methanone FC(C1=NC2=CC=CC=C2C(=C1)N1CCN(CC1)C=O)(F)F